NC(C[C@H](NC(OCC1C2=CC=CC=C2C=2C=CC=CC12)=O)C(NCCOCCOCCC(=O)O)=O)=O (S)-5-(2-amino-2-oxoethyl)-1-(9H-fluoren-9-yl)-3,6-dioxo-2,10,13-trioxa-4,7-diazahexadecan-16-oic acid